BrCC=1SC(=CN1)C1=NOC(=N1)C(F)(F)F 3-(2-(bromomethyl)thiazol-5-yl)-5-(trifluoromethyl)-1,2,4-oxadiazole